COC1OC=C(C2C1C(CC2)C(=O)O)C(=O)OC 1-methoxy-4-(methoxycarbonyl)-1,4a,5,6,7,7a-hexahydrocyclopenta[c]pyran-7-carboxylic acid